C(#N)[C@H](CC1=C(C=C(C=C1)N1CCN(CC1)C1=CC=CC=C1)F)NC(=O)[C@@H]1[C@H]2CC[C@@H](N1)C2 (1S,2S,4R)-N-[(1S)-1-cyano-2-[2-fluoro-4-(4-phenylpiperazin-1-yl)phenyl]ethyl]-3-azabicyclo[2.2.1]heptane-2-carboxamide